CC=1C(=NC(=NC1)NC1=CC2=C(B(OC2)O)C(=C1)C(F)(F)F)NC(CC)CC 5-((5-methyl-4-(pent-3-ylamino)pyrimidin-2-yl)amino)-7-(trifluoromethyl)benzo[c][1,2]oxaborol-1(3H)-ol